(S)-N'-acetyl-4-amino-1-methyl-N'-(tetrahydrofuran-3-yl)-N-((5-(trifluoromethyl)pyridin-2-yl)methyl)-1H-pyrazolo[4,3-c]quinoline-8-carbohydrazide C(C)(=O)N(N(C(=O)C1=CC=2C3=C(C(=NC2C=C1)N)C=NN3C)CC3=NC=C(C=C3)C(F)(F)F)[C@@H]3COCC3